trifluoromethanesulfonic acid 1,3-difluoro-propan-2-yl ester FCC(CF)OS(=O)(=O)C(F)(F)F